(R)-Methyl 2-(3-(bromomethyl)phenoxy)3-methylbutanoate BrCC=1C=C(O[C@@H](C(=O)OC)C(C)C)C=CC1